C(C)(C)(C)OC(=O)N1CC2(C1)CN(C2)C2=NC=CC(=N2)NC2=NNC(=C2)C2CC2.BrC2=C(C)C=CC=C2C2=CC1=C(C=C2)OCCO1 2-Bromo-3-(3,4-ethylenedioxyphenyl)toluene tert-Butyl-6-(4-((5-Cyclopropyl-1H-pyrazol-3-yl)amino)pyrimidin-2-yl)-2,6-diazaspiro[3.3]heptane-2-carboxylate